C(C)(C)(C)OC(=O)N/C(=N/C(=O)OC(C)(C)C)/NC1=C(C=C(C(=O)OC=2C=3N(C(=CC2)CC(=O)OC(C)(C)C)N=CN3)C=C1)Cl 5-[2-(tert-butoxy)-2-oxoethyl]-[1,2,4]triazolo[1,5-a]pyridin-8-yl 4-{[(1E)-{[(tert-butoxy) carbonyl]amino}({[(tert-butoxy)carbonyl]imino})methyl]amino}-3-chlorobenzoate